C(CCC)C1=C(C(=C(C(=C1)F)B(C1=C(C(=CC=C1F)C=1NC=CC1)F)C1=C(C(=CC=C1F)C=1NC=CC1)F)F)C=1NC=CC1 n-butyltris(2,6-difluoro-3-pyrrolylphenyl)boron